O1[C@@H](CC1)CN1C=NC2=C1C=CC=C2 1-{[(2S)-oxetan-2-yl]Methyl}-1H-1,3-benzodiazole